3-methyl-1-(tetrahydro-2H-pyran-2-yl)-1H-indazole-5-carboxaldehyde CC1=NN(C2=CC=C(C=C12)C=O)C1OCCCC1